1-(3,5-difluoro-2-methylpyridin-4-yl)-3-methoxypropan-1-ol FC=1C(=NC=C(C1C(CCOC)O)F)C